C(C)NC(=O)N1C2CN(CC1C2)C2=NC=C(C=C2)C2=NOC(=N2)C(F)(F)F N-Ethyl-3-(5-(5-(trifluoromethyl)-1,2,4-oxadiazol-3-yl)pyridin-2-yl)-3,6-diazabicyclo[3.1.1]heptane-6-carboxamide